C(C)(C)(C)OC(=O)N[C@@H](CCC(=O)OC(C)(C)C)C(=O)ON1C(CCC1=O)=O 5-(tert-butyl) 1-(2,5-dioxopyrrolidin-1-yl) (tert-butoxycarbonyl)glutamate